BrC(CI)(F)F 1-bromo-2-iodo-1,1-difluoroethane